ethyl (R)-3-(1-((4-(N,N-diethylsulfamoyl)phenyl)sulfonyl) piperidine-3-carboxamido)azetidine-1-carboxylate C(C)N(S(=O)(=O)C1=CC=C(C=C1)S(=O)(=O)N1C[C@@H](CCC1)C(=O)NC1CN(C1)C(=O)OCC)CC